aminopiperidine-1-carboxylate NC1N(CCCC1)C(=O)[O-]